ClC1=C(C(=CC=C1)OC)B(O)O (2-chloro-6-methoxyphenyl)boronic acid